C1(C=CC(N1N(C(CC)=O)C(COCCOCCOCCOCCOCCO)O)=O)=O [N-maleimidopropionamido]-hexa-ethyleneglycol